1-butyl-2-methylpyridinium chloride [Cl-].C(CCC)[N+]1=C(C=CC=C1)C